N1(C=NC=C1)C1=CC=C(C=C1)O 4-(imidazole-1-yl)phenol